3-nitro-8-cyano-7-(1H-tetrazole-5-yl)pyrazolo[5,1-c][1,2,4]triazine [N+](=O)([O-])C1=CN2C(N=N1)=C(C(=N2)C2=NN=NN2)C#N